C(C1=CC=CC=C1)OC(=O)NC1(CN(CCC1)C(=O)OC(C)(C)C)CCC1=CC(=CC=C1)C(F)(F)F tert-Butyl 3-(((benzyloxy)carbonyl)amino)-3-(3-(trifluoromethyl)phenethyl)-piperidine-1-carboxylate